ClC=1C(=NC(=C(C(=O)NC2=CC(=C(C=C2)F)C#N)C1)N1CC(C(CC1)(F)F)C)C 5-chloro-N-(3-cyano-4-fluorophenyl)-2-(4,4-difluoro-3-methylpiperidin-1-yl)-6-methylnicotinamide